2-((3s,5r)-1-acryloyl-5-(methoxymethyl)pyrrolidin-3-yl)-4-((2,6-difluoro-3,5-dimethoxyphenyl)ethynyl)thiazole-5-carboxamide C(C=C)(=O)N1C[C@H](C[C@@H]1COC)C=1SC(=C(N1)C#CC1=C(C(=CC(=C1F)OC)OC)F)C(=O)N